C(C=C)(=O)N1CC(N(CC1)C1=CC=C(C=C1)C)=O 4-acryloyl-1-(p-tolyl)piperazin-2-one